FC(C1=CC=C(C=C1)CN)(F)F (4-(trifluoromethyl)phenyl)meth-anamine